ClC=1C=C(OCC2CCN(CC2)C(=O)N2C[C@H](CC2)C2=NC=NN2)C=C(C1)S(=O)(=O)C [4-[(3-Chloro-5-methylsulfonyl-phenoxy)methyl]-1-piperidyl]-[(3S)-3-(1H-1,2,4-triazol-5-yl)pyrrolidin-1-yl]methanone